Tert-butyl (2S)-2-[(1S)-1-hydroxyethyl]pyrrolidine-1-carboxylate O[C@@H](C)[C@H]1N(CCC1)C(=O)OC(C)(C)C